1-(4-(tert-butyl)phenyl)-2-(cyclopropylsulfonyl)ethan-1-ol methyl-2-mercaptoacetate (methyl-2-mercaptoacetate) CC(C(=O)O)S.CC(C(=O)O)S.C(C)(C)(C)C1=CC=C(C=C1)C(CS(=O)(=O)C1CC1)O